4-[[2-fluoro-3-methoxy-propyl]-[4-(5,6,7,8-tetrahydro-1,8-naphthyridin-2-yl)butyl]amino]-2-[(1-methylindazole-4-carbonyl)amino]butanoic acid FC(CN(CCC(C(=O)O)NC(=O)C=1C=2C=NN(C2C=CC1)C)CCCCC1=NC=2NCCCC2C=C1)COC